FC(C1=NC=CC(=C1)C1=CC=C(C=C1)[C@@H](C)N1N=CC2=C(C=CC(=C12)C(=O)OC)C#CC)F methyl (R)-1-(1-(4-(2-(difluoromethyl) pyridin-4-yl) phenyl) ethyl)-4-(propan-1-yn-1-yl)-1H-indazole-7-carboxylate